ClC=1C=CC2=C(N(N=C2C1)CC1CCC(CC1)C1=NC2=CC=C(C=C2C=C1)F)OC (4-((6-chloro-3-methoxy-2H-indazol-2-yl)methyl)cyclohexyl)-6-fluoroquinoline